CN1N=CC(=C1C1=NC=C(C(=C1)OC1CN(C1)C(=O)N1N=CC[C@@H]1C=1N=C(SC1)C)F)C (R)-(3-((2-(1,4-dimethyl-1H-pyrazol-5-yl)-5-fluoropyridin-4-yl)oxy)azetidin-1-yl)(5-(2-methylthiazol-4-yl)-4,5-dihydro-1H-pyrazol-1-yl)methanone